BrC=1C(=C(OC[C@H](CN[C@@H]2COC3(C2)CCN(CC3)C(=O)OCC3=CC=CC=C3)O)C=CC1)F (S)-benzyl 3-(((S)-3-(3-bromo-2-fluorophenoxy)-2-hydroxypropyl)amino)-1-oxa-8-azaspiro[4.5]decane-8-carboxylate